tert-butyl N-(1-(3-cyano-4-hydroxy-6-methylpyridin-2-yl)piperidin-4-yl)carbamate C(#N)C=1C(=NC(=CC1O)C)N1CCC(CC1)NC(OC(C)(C)C)=O